N-(3-methylbut-2-en-1-yl)-N-(1,3-dimethyl-2,4-dioxo-1,2,3,4-tetrahydropyrimidin-5-yl)-2-(4-(4-isopropylbenzoyl)piperazin-1-yl)acetamide CC(=CCN(C(CN1CCN(CC1)C(C1=CC=C(C=C1)C(C)C)=O)=O)C=1C(N(C(N(C1)C)=O)C)=O)C